(5S)-2-[(5-Chloropyridin-3-yl)methyl]-5-{[(3S)-3-fluoropyrrolidin-1-yl]carbonyl}-5,6,7,8-tetrahydro[1,2,4]triazolo[4,3-a]pyridin-3(2H)-one ClC=1C=C(C=NC1)CN1N=C2N([C@@H](CCC2)C(=O)N2C[C@H](CC2)F)C1=O